C(C)(C)C1=C(C=CC=C1)C1=CC=CC=C1 2-isopropyl-[1,1'-biphenyl]